C1(CC(C(CC1)C(C)C)O)(C)C(=O)OCC ethyl mentholate